O1C(=CC=C1)C(=O)[O-].[Mg+2].O1C(=CC=C1)C(=O)[O-] magnesium furancarboxylate